dopamine-formaldehyde C1=CC(=C(C=C1CCNC=O)O)O